N(=[N+]=[N-])[C@H]1[C@@H](O[C@@H]([C@H]([C@@H]1OCC1=CC=CC=C1)OCC1=CC=CC=C1)COCC1=CC=CC=C1)O[C@@H]([C@H](CO)OCC1=CC=CC=C1)[C@H](OCC1=CC=CC=C1)COC1=CC=C(C=C1)OC 3-O-(2-azido-3,4,6-tri-O-benzyl-2-deoxy-β-D-glucopyranosyl)-2,4-di-O-benzyl-5-O-(4-methoxyphenyl)-D-ribitol